N-(methyl-d3)-nicotinamide C(NC(C1=CN=CC=C1)=O)([2H])([2H])[2H]